2,2'-biphenyldicarboxylic acid C=1(C(=CC=CC1)C(=O)O)C=1C(=CC=CC1)C(=O)O